COC(=O)[C@H]1CN(CC1)CC=1C(=NC(=CC1)C=1C(=C(C=CC1)C1=C(C(=CC=C1)N)C)Cl)OC (R)-1-((6-(3'-amino-2-chloro-2'-methyl-[1,1'-biphenyl]-3-yl)-2-methoxypyridin-3-yl)methyl)pyrrolidine-3-carboxylic acid methyl ester